1-(4-(Chloromethyl)benzyl)piperidine ClCC1=CC=C(CN2CCCCC2)C=C1